SC([Sn](C)(C1=CC=CC=C1)C1=CC=CC=C1)S dimercaptodiphenyl-dimethyl-tin